[C@H]12CN(C[C@H](CC1)N2)C2=NC(=NC=1C(N(N=CC12)C1=C(C(=CC(=C1)O)Cl)C(F)(F)F)=O)OC([2H])([2H])[C@H]1N(CCC1)C 4-((1R,5S)-3,8-Diazabicyclo[3.2.1]octan-3-yl)-7-(3-chloro-5-hydroxy-2-(trifluoromethyl)phenyl)-2-(((S)-1-methylpyrrolidin-2-yl)methoxy-d2)pyrimido[4,5-d]pyridazin-8(7H)-one